N-(1-Cyanocyclopropyl)-9-(5-(difluoromethyl)-1,3,4-thiadiazol-2-yl)-4-((2S,5R)-4-isobutyryl-2,5-dimethylpiperazin-1-yl)-9H-pyrimido[4,5-b]indole-7-sulfonamide C(#N)C1(CC1)NS(=O)(=O)C1=CC=C2C3=C(N(C2=C1)C=1SC(=NN1)C(F)F)N=CN=C3N3[C@H](CN([C@@H](C3)C)C(C(C)C)=O)C